sodium [2-[3-(dimethylamino)-3-oxo-propyl]-6-methyl-3-oxo-pyridazine-4-carbonyl]-3-oxo-cyclohexen-1-ol CN(C(CCN1N=C(C=C(C1=O)C(=O)C1=C(CCCC1=O)O)C)=O)C.[Na]